C(C)(C)(C)OC(=O)N(C=1C=2N(N=C(C1)OC1C(CN(CC1)C(=O)OC(C)(C)C)(F)F)C(=CN2)C(C)C)CC2=C(C=CC=C2)OC(F)(F)F tert-butyl 4-((8-((tert-butoxycarbonyl)(2-(trifluoromethoxy)benzyl)amino)-3-isopropylimidazo[1,2-b]pyridazin-6-yl)oxy)-3,3-difluoropiperidine-1-carboxylate